2,6-bis(benzyloxy)-3-(4-(4-(dimethoxymethyl)piperidin-1-yl)phenyl)-5-methylpyridine C(C1=CC=CC=C1)OC1=NC(=C(C=C1C1=CC=C(C=C1)N1CCC(CC1)C(OC)OC)C)OCC1=CC=CC=C1